COC(C1=C(C=C(C(=C1)Cl)C(F)F)Br)=O 2-bromo-5-chloro-4-(difluoromethyl)benzoic acid methyl ester